2-fluoro-4-((8S,9R)-5-fluoro-3-oxo-8-(2,4,6-trifluorophenyl)-2,7,8,9-tetrahydro-3H-pyrido[4,3,2-de]phthalazin-9-yl)benzonitrile FC1=C(C#N)C=CC(=C1)[C@@H]1[C@H](NC=2C=3C1=NNC(C3C=C(C2)F)=O)C2=C(C=C(C=C2F)F)F